F[B-](F)(F)F.FC1=C(C(=CC=C1)COCCCO)[N+]#N 2-fluoro-6-((3-hydroxypropoxy)methyl)phenyl-diazonium tetrafluoroborate